N-[(S)-1-{3-chloro-5-fluoro-2-[(4-methoxyphenoxy)methyl]phenyl}(1,2,2,2-2H4)ethyl]-2-(difluoromethoxy)acetamide ClC=1C(=C(C=C(C1)F)[C@@](C([2H])([2H])[2H])([2H])NC(COC(F)F)=O)COC1=CC=C(C=C1)OC